COC(C1=CC=C(C=C1)C1OC(=C(C1=O)OS(=O)(=O)CC1=CC=CC=C1)N)=O.CC1C(=C(CC1)C=1SC=CC1)C dimethylthienyl-cyclopentene methyl-4-(5-amino-4-((benzylsulfonyl)oxy)-3-oxo-2,3-dihydrofuran-2-yl)benzoate